Methyl 3-(7-(2-(cyclohexylamino)-2-oxoethoxy)naphthalen-2-yl)-3-(2,2-dimethylbenzo[d][1,3]dioxol-5-yl)propanoate C1(CCCCC1)NC(COC1=CC=C2C=CC(=CC2=C1)C(CC(=O)OC)C1=CC2=C(OC(O2)(C)C)C=C1)=O